CN1CCN(CC1)C(=O)C=1C=C(C=CC1)C=1C=C2CC3(C(NC2=CC1)=O)CN(CC3)C#N 6'-(3-(4-Methylpiperazine-1-carbonyl)phenyl)-2'-oxo-1',4'-dihydro-2'H-spiro[pyrrolidine-3,3'-quinoline]-1-carbonitrile